OCCCP(OCC)(OCC)=O diethyl (3-hydroxypropyl)phosphonate